5-(4-((2-(2-hydroxyethoxy)ethyl)amino)benzylidene)-1-methyl-2-selenoxo-3-(4-tolyl)imidazolin-4-one OCCOCCNC1=CC=C(C=C2C(N(C(N2C)=[Se])C2=CC=C(C=C2)C)=O)C=C1